NCC1(CC(CC(C1)(C)C)C(CCCCCN)N)C [3-(aminomethyl)-3,5,5-trimethylcyclohexyl]hexane-1,6-diamine